NCC=1C=CC(=C2CN(C(C12)=O)C1C(NC(C1)=O)=O)F 3-(7-(aminomethyl)-4-fluoro-1-oxoisoindolin-2-yl)pyrrolidine-2,5-dione